Cl.N[C@@H](COC1=C(C(=O)OCC2=CC=CC=C2)C(=CC=C1)OC(F)F)CC1=CC=CC=C1 Benzyl (R)-2-(2-amino-3-phenylpropoxy)-6-(difluoromethoxy)benzoate hydrochloride